FC1(C(CNC1)NC(=O)C1=C(OC2=C1C=C(C=C2)OCC=2C(=NC=CC2)OC)C)F N-(4,4-difluoropyrrolidin-3-yl)-5-((2-methoxypyridin-3-yl)methoxy)-2-methylbenzofuran-3-carboxamide